CN1C(=C(C=C1)C(=O)Cl)C 1,2-dimethyl-1H-pyrrole-3-carbonyl chloride